(R)-N,N-dimethyldinaphtho[2,1-D:1',2'-F][1,3,2]dioxaphosphepin-4-amine CN(C)P1OC2=C(C3=CC=CC=C3C=C2)C4=C(O1)C=CC5=CC=CC=C54